5-(3-methyl-1,2,4-thiadiazol-5-yl)isoindolin-1-one CC1=NSC(=N1)C=1C=C2CNC(C2=CC1)=O